3-hydroxy-2-[(1R,6R)-3-methyl-6-prop-1-en-2-ylcyclohex-2-en-1-yl]-5-pentylcyclohex-2,5-dien-1,4-dione OC1=C(C(C=C(C1=O)CCCCC)=O)[C@@H]1C=C(CC[C@H]1C(=C)C)C